(Z)-1-(3,3-difluoroazetidin-1-yl)-3-(3-(3-fluoro-5-(trifluoromethyl)phenyl)-1H-1,2,4-triazol-1-yl)prop-2-en-1-one FC1(CN(C1)C(\C=C/N1N=C(N=C1)C1=CC(=CC(=C1)C(F)(F)F)F)=O)F